tert-butyl ((1H-tetrazol-5-yl)methyl)carbamate N1N=NN=C1CNC(OC(C)(C)C)=O